C1(CC1)OC[C@@H](N)C1=CC2=C(N(C=N2)COCC[Si](C)(C)C)C=C1 (S)-2-cyclopropoxy-1-(1-((2-(trimethylsilyl)ethoxy)methyl)-1H-benzo[d]imidazol-5-yl)ethan-1-amine